2-(methyl((1-methyl-4-oxo-4,5-dihydro-1H-pyrazolo[3,4-d]pyrimidin-6-yl)methyl)amino)-N-(p-tolyl)acetamide CN(CC(=O)NC1=CC=C(C=C1)C)CC=1NC(C2=C(N1)N(N=C2)C)=O